2-(3-chlorophenoxy)-N-(6-(((6-cyclopropylimidazo[1,2-a]pyridin-2-yl)methyl)amino)pyrimidin-4-yl)propanamide formic acid salt C(=O)O.ClC=1C=C(OC(C(=O)NC2=NC=NC(=C2)NCC=2N=C3N(C=C(C=C3)C3CC3)C2)C)C=CC1